2-(methylamino)pyrimidine-5-carboxamide CNC1=NC=C(C=N1)C(=O)N